4-((4-bromophenyl)(5-hydroxy-3-methyl-1-(pyridin-3-yl)-1H-pyrazol-4-yl)methyl)-3-methyl-3-(pyrimidin-2-yl)-1H-pyrazol-5-ol BrC1=CC=C(C=C1)C(C=1C(NNC1O)(C1=NC=CC=N1)C)C=1C(=NN(C1O)C=1C=NC=CC1)C